N1C(C2(C3=NC=CC=C31)CCC2)=O Spiro[cyclobutane-1,3'-pyrrolo[3,2-b]pyridin]-2'(1'H)-one